(3-(methyl-d3)quinoxalin-6-yl)ethan-1-ol C(C=1C=NC2=CC=C(C=C2N1)C(C)O)([2H])([2H])[2H]